FC(CNC=1N=CC2=C(N1)NC=C2C2=CC1=C(C(NCCO1)=O)C=C2)(C)C 8-(2-((2-fluoro-2-methylpropyl)amino)-7H-pyrrolo[2,3-d]pyrimidin-5-yl)-3,4-dihydrobenzo[f][1,4]oxazepin-5(2H)-one